(S)-4-(4-(2-(2-aminopyridin-3-yl)-5-phenyl-3H-imidazo[4,5-b]pyridin-3-yl)benzyl)-2-(2-hydroxy ethyl)piperazine-1-carboxylate NC1=NC=CC=C1C1=NC=2C(=NC(=CC2)C2=CC=CC=C2)N1C1=CC=C(CN2C[C@@H](N(CC2)C(=O)[O-])CCO)C=C1